NC1=C(C(=C(C(=O)O)C=C1)F)F 4-amino-2,3-difluorobenzoic acid